2-fluoro-6-(4-((tetrahydro-2H-pyran-2-yl)oxy)butoxy)phenylboronic acid pinacol ester FC1=C(C(=CC=C1)OCCCCOC1OCCCC1)B1OC(C)(C)C(C)(C)O1